C(#N)C=1C=C2CCN(C2=CC1)C=1C2=C(N=CN1)SC(=N2)C(=O)NC2CCOCC2 7-(5-cyano-2,3-dihydro-1H-indol-1-yl)-N-(tetrahydro-2H-pyran-4-yl)[1,3]thiazolo[5,4-d]pyrimidine-2-carboxamide